N1C(C=NC2=CC=CC=C12)=S 1,2-dihydroquinoxaline-2-thione